[C@H]12CN(C[C@H](CC1)N2)C2=NC(=NC1=C(C(=CC=C21)C2=CC(=CC1=CC=CC=C21)O)F)OC[C@H]2N(CCC2)CC 4-(4-((1R,5S)-3,8-diazabicyclo[3.2.1]octan-3-yl)-2-(((S)-1-ethylpyrrolidin-2-yl)methoxy)-8-fluoroquinazolin-7-yl)naphthalen-2-ol